C(C)OC(=O)C1=NOC(=C1)C1=NC=C(C=C1)Br 5-(5-bromopyridin-2-yl)isoxazole-3-carboxylic acid ethyl ester